4-(trifluoromethyl)benzo[d]oxazole-2-thiol FC(C1=CC=CC2=C1N=C(O2)S)(F)F